2,2'-bis(2-chlorophenyl)-4,4',5,5'-tetra(4-butylphenyl)-1,2'-biimidazole ClC1=C(C=CC=C1)C=1N(C(=C(N1)C1=CC=C(C=C1)CCCC)C1=CC=C(C=C1)CCCC)C1(N=C(C(=N1)C1=CC=C(C=C1)CCCC)C1=CC=C(C=C1)CCCC)C1=C(C=CC=C1)Cl